3-cyclopropyl-2,3-dimethyl-4-oxo-pyrrolidine-1-carboxylic acid benzyl ester C(C1=CC=CC=C1)OC(=O)N1C(C(C(C1)=O)(C)C1CC1)C